OC1C=2C(C=C(OC2C(C(C1O)O)O)CCC1=CC(=C(C=C1)OC)O)=O 5,6,7,8-tetrahydroxy-2-(3-hydroxy-4-methoxyphenylethyl)-5,6,7,8-tetrahydro-4H-chromen-4-one